FC(CN1C=NC=C1CN(C(=S)NC(=O)OCC)C1=C(NC=C1)C(=O)[O-])F 3-(1-((1-(2,2-difluoroethyl)-1H-imidazol-5-yl) methyl)-3-(ethoxycarbonyl) thioureido)-1H-pyrrole-2-carboxylate